2-(3-(3,3-difluoro-1-((4-methyl-4H-1,2,4-triazol-3-yl)methyl)cyclobutyl)phenyl)-6-(((1-methylcyclobutyl)amino)methyl)-4-(trifluoromethyl)isoindolin-1-one FC1(CC(C1)(CC1=NN=CN1C)C=1C=C(C=CC1)N1C(C2=CC(=CC(=C2C1)C(F)(F)F)CNC1(CCC1)C)=O)F